(6-(2H-1,2,3-triazol-2-yl)-5-(trifluoromethyl)pyridin-3-yl)-5-cyclopropyl-1-(4-carbonyl-4H-pyrido[1,2-a]pyrimidin-9-yl)-1H-pyrazole-4-carboxamide N=1N(N=CC1)C1=C(C=C(C=N1)C1=NN(C(=C1C(=O)N)C1CC1)C1=CC=CN2C1=NC=CC2=C=O)C(F)(F)F